5,7-difluoro-1,2,3,4-tetrahydronaphthalen-2-amine FC1=C2CCC(CC2=CC(=C1)F)N